C(=O)[O-].[Rh+2].C(=O)[O-] Rhodium (II) formate